3,3-Bis(p-hydroxyphenyl)phthalide OC1=CC=C(C=C1)C1(OC(=O)C2=CC=CC=C12)C1=CC=C(C=C1)O